ClC=1C(=C(C=CC1)NC1=C(C(=O)NC2=CC=C(C=C2)N2CCN(CC2)C(C)C)C=CC=C1)C 2-((3-chloro-2-methylphenyl)amino)-N-(4-(4-isopropylpiperazin-1-yl)phenyl)benzamide